[Al].[Mn].[Co].[Ni].[Li] lithium nickel-cobalt-manganese-aluminium